C(C)(C)NC(O[C@H]1C[C@H](CC1)C=1NN=C(C1)NC([C@@H](C)OC1=C(C(=CC=C1)O)C=O)=O)=O (1R,3S)-3-{5-[(2R)-2-(2-formyl-3-hydroxyphenoxy) propanamido]-2H-pyrazol-3-yl}cyclopentyl N-isopropylcarbamate